4-((2S,4R,SR)-5-ethyl-4-((5-isopropoxypyridin-2-yl)oxy)-2-methylpiperidin-1-yl)-1-methyl-2-oxo-1,2-dihydropyrido[3,2-d]pyrimidine-6-carbonitrile C(C)[C@@H]1[C@@H](C[C@@H](N(C1)C=1C2=C(N(C(N1)=O)C)C=CC(=N2)C#N)C)OC2=NC=C(C=C2)OC(C)C |&1:2|